tert-butyl (3R,4R)-4-(((7-(((1H-benzo[d]imidazol-2-yl) methyl) amino)-3-isopropylpyrazolo[1,5-a]pyrimidin-5-yl) amino) methyl)-3-hydroxypiperidine-1-carboxylate N1C(=NC2=C1C=CC=C2)CNC2=CC(=NC=1N2N=CC1C(C)C)NC[C@@H]1[C@H](CN(CC1)C(=O)OC(C)(C)C)O